Tert-butyl N-[4-[4-[2-(4-formylphenyl)-6,7-dihydro-5H-pyrazolo[4,3-b]pyridine-4-carbonyl] oxazol-2-yl]-2-pyridyl]-N-(2,2,2-trifluoroethyl)carbamate C(=O)C1=CC=C(C=C1)N1N=C2C(N(CCC2)C(=O)C=2N=C(OC2)C2=CC(=NC=C2)N(C(OC(C)(C)C)=O)CC(F)(F)F)=C1